[N+](=O)([O-])[O-].C(C)N1C=[N+](C=C1)CC1=CC=C(C=C1)C=C 3-ethyl-1-(4-vinylbenzyl)-3H-imidazol-1-ium nitrate